C1=C(C=CC2=CC=CC=C12)C1NCCC1 2-(naphthalene-2-yl)pyrrolidine